4-{5-[6-(2-methoxy-ethoxy)-1H-indazol-3-yl]-isoxazol-3-yl}-benzoic acid COCCOC1=CC=C2C(=NNC2=C1)C1=CC(=NO1)C1=CC=C(C(=O)O)C=C1